2-((1-(3-fluorobenzofuran-5-yl)propan-2-yl)amino)ethan-1-ol FC1=COC2=C1C=C(C=C2)CC(C)NCCO